CON(C(=O)[C@@H](CC(C)C)N(C(OC(C)(C)C)=O)S(=O)(=O)C1=CC=C(C=C1)C)C tert-butyl N-[(1R)-1-[methoxy(methyl)carbamoyl]-3-methyl-butyl]-N-(p-tolyl sulfonyl)carbamate